6-(2,4-di-tert-butoxypyrimidin-5-yl)-8-(2,2-difluoro-2-(1-methyl-1H-imidazol-2-yl)ethoxy)imidazo[1,2-b]pyridazine C(C)(C)(C)OC1=NC=C(C(=N1)OC(C)(C)C)C=1C=C(C=2N(N1)C=CN2)OCC(C=2N(C=CN2)C)(F)F